ClC1=C(C=C(C=C1C(F)(F)F)[N+](=O)[O-])[C@H](C)NC(=O)C1=NN(C(C=C1)=O)C1=C(C=CC=C1)F N-[(1S)-1-[2-chloro-5-nitro-3-(trifluoromethyl)phenyl]ethyl]-1-(2-fluorophenyl)-6-oxo-pyridazine-3-carboxamide